N#[Ce] cerium Nitride